4-[4-(3,4-methylenedioxyphenyl)-5-(2-pyridyl)-1H-imidazol-2-yl]-benzamide C1OC=2C=C(C=CC2O1)C=1N=C(NC1C1=NC=CC=C1)C1=CC=C(C(=O)N)C=C1